COC=1C2=C(N=C(N1)NC1CC(C1)(C)NC(C)=O)NC=C2C=2C=CC=1N(C2)C(=NN1)C N-((1r,3r)-3-((4-methoxy-5-(3-methyl-[1,2,4]triazolo[4,3-a]pyridin-6-yl)-7H-pyrrolo[2,3-d]pyrimidin-2-yl)amino)-1-methylcyclobutyl)acetamide